C1(=C(C(=CC(=C1)C)C)B(C1=C(C=C(C=C1C)B1OC(C(O1)(C)C)(C)C)C)C1=C(C=C(C=C1C)C)C)C 2-(4-(Dimesitylboranyl)-3,5-dimethylphenyl)-4,4,5,5-tetramethyl-1,3,2-dioxaborolane